C[C@@H]1N(CCN(C1)C1=NC=CN=C1NC=1C=NC(=CC1)C(F)(F)F)C(C=C)=O (S)-1-(2-methyl-4-(3-((6-(trifluoromethyl)pyridin-3-yl)amino)pyrazin-2-yl)piperazin-1-yl)prop-2-en-1-one